O1C(NC(C2=C1C=CC=C2)=O)=O benzo[e][1,3]oxazine-2,4-dione